COC(=O)C=1OC=CC1CBr (bromomethyl)furan-2-carboxylic acid methyl ester